tert-butyl-4-(3,8-dimethyl-5-((3-methylpyrazin-2-yl)methyl)-6-oxo-5,6-dihydropyrido[2,3-b]pyrazin-7-yl)piperidine-1-carboxylate C(C)(C)(C)OC(=O)N1CCC(CC1)C1=C(C=2C(=NC(=CN2)C)N(C1=O)CC1=NC=CN=C1C)C